(1R,2R)-1-Hydroxy-2-[(5R)-5H-imidazo[4,3-a]isoindol-5-yl]-8-azaspiro[4.5]decan-8-sulfonamid O[C@@H]1[C@H](CCC12CCN(CC2)S(=O)(=O)N)[C@H]2N1C(C3=CC=CC=C23)=CN=C1